CN(C1=CC(=C(C(=O)C2=C(C=C(C(=O)O)C=C2)C(=O)O)C=C1)O)C 4-(4-(dimethylamino)-2-hydroxybenzoyl)isophthalic acid